NCCNC=1C=C(N)C=CC1 3-(2-aminoethyl)amino-aniline